FC1=CC(=CC2=CN(N=C12)C)C=1C=C(C(=NC1)C=1N=NC(=CC1)N1CC(NCC1)C)O 5-(7-fluoro-2-methyl-2H-indazol-5-yl)-2-[6-(3-methylpiperazin-1-yl)pyridazin-3-yl]pyridin-3-ol